OC[C@H](C1=CC=CC=C1)N1C(C2=CC(=CC=C2C1)C1=NC(=NC=C1)NC1CCOCC1)=O (S)-2-(2-hydroxy-1-phenylethyl)-6-(2-((tetrahydro-2H-pyran-4-yl)amino)pyrimidin-4-yl)isoindolin-1-one